5-(2-(Cyclopropylmethyl)oxazol-5-yl)-6-(2-(methoxymethyl)imidazo[1,2-a]pyridin-7-yl)picolinonitril C1(CC1)CC=1OC(=CN1)C=1C=CC(=NC1C1=CC=2N(C=C1)C=C(N2)COC)C#N